copper p-toluenesulfonate CC1=CC=C(C=C1)S(=O)(=O)[O-].[Cu+2].CC1=CC=C(C=C1)S(=O)(=O)[O-]